C(C#C)OC1=CC=C(C[C@H](N)C(=O)O)C=C1 O-propargyltyrosine